FC=1C=2N(C=C(C1)C1=CNC=3N=C(N=CC31)C=3C=C1C=CC=NC1=CC3)C=CN2 6-(5-(8-fluoroimidazo[1,2-a]pyridin-6-yl)-7H-pyrrolo[2,3-d]pyrimidin-2-yl)quinoline